NCC(=O)NCCO amino-N-(2-hydroxyethyl)acetamide